C(#C)C=1SC2=C(N1)C=CC=C2 2-ethynylbenzo[d]thiazole